C(C)(C)[C@H]1N(CCCNC1)S(=O)(=O)C1=C2C=CN=C(C2=CC=C1)O (R)-5-((2-isopropyl-1,4-diazepan-1-yl)sulfonyl)isoquinolin-1-ol